C(CCCCCCCCCCCCCCCCC)N=C(O)C=1C=CC2=C(C=CC=3SC=4C=CC=CC4CC23)C1C(=O)O Benzothioxanthene-3,4-dicarboxylic acid-N-stearylimide